2-(2-(3,6-Dihydro-2H-pyran-4-yl)-5-ethyl-7-oxo-6-(piperazin-1-yl)-[1,2,4]triazolo[1,5-a]pyrimidin-4(7H)-yl)-N-(3-fluoro-2-methyl-4-(trifluoromethyl)phenyl)acetamide O1CCC(=CC1)C1=NN2C(N(C(=C(C2=O)N2CCNCC2)CC)CC(=O)NC2=C(C(=C(C=C2)C(F)(F)F)F)C)=N1